FC(C1=C(C=NN1COCC[Si](C)(C)C)C(=O)N)F 5-(difluoromethyl)-1-(2-trimethylsilylethoxymethyl)pyrazole-4-carboxamide